bicarbonate sodium salt [Na+].C([O-])(O)=O